1-{6-[(3S,4S)-4-amino-3-methyl-2-oxa-8-azaspiro[4.5]decan-8-yl]-1H-pyrazolo[3,4-b]pyrazin-3-yl}-4-methyl-3-oxo-1,2,3,4-tetrahydroquinoxaline-6-carbonitrile N[C@@H]1[C@@H](OCC12CCN(CC2)C2=CN=C1C(=N2)NN=C1N1CC(N(C2=CC(=CC=C12)C#N)C)=O)C